tert-butyl-4-[6-[5-[tert-butoxycarbonyl(methyl)amino]pyrazolo[1,5-a]pyridin-3-yl]-2-pyridyl]piperazine-1-carboxylate C(C)(C)(C)OC(=O)N1CCN(CC1)C1=NC(=CC=C1)C=1C=NN2C1C=C(C=C2)N(C)C(=O)OC(C)(C)C